FC(N1N=C(C2=CC=C(C=C12)OCC(C)(C)O)C(=O)NC1CC2(C1)CC(C2)OC2=NN1C(C=CC=C1OC)=C2C(N)=O)F 1-(difluoromethyl)-6-(2-hydroxy-2-methylpropoxy)-N-[(4s)-6-({3-carbamoyl-7-methoxypyrazolo[1,5-a]pyridin-2-yl}oxy)spiro[3.3]heptan-2-yl]-1H-indazole-3-carboxamide